3-(4,4-difluoropiperidin-1-yl)-2,2-difluoropropyl 4-methylbenzenesulfonate CC1=CC=C(C=C1)S(=O)(=O)OCC(CN1CCC(CC1)(F)F)(F)F